N,N-dimethyl-1-(5-ethyl-3-methoxy-2-octyloxyphenyl)methylamine CN(C)CC1=C(C(=CC(=C1)CC)OC)OCCCCCCCC